C(C)(C)(C)OC(=O)N1C[C@H](CCC1)NC1=CC(=NC(=N1)Cl)C(=O)OC Methyl (S)-6-((1-(tert-butoxycarbonyl)piperidin-3-yl)amino)-2-chloropyrimidine-4-carboxylate